Monomethyl hexadecanedioate C(CCCCCCCCCCCCCCC(=O)[O-])(=O)OC